6-chloro-N4-(5-(2-((2S,6R)-2,6-dimethylmorpholino)pyrimidin-5-yl)-2-((S)-3,4-dimethylpiperazin-1-yl)-4-fluorophenyl)pyrimidine-4,5-diamine ClC1=C(C(=NC=N1)NC1=C(C=C(C(=C1)C=1C=NC(=NC1)N1C[C@@H](O[C@@H](C1)C)C)F)N1C[C@@H](N(CC1)C)C)N